6-(1,1-Dimethylethyl)-2-[(2-furanylcarbonyl)amino]-4,5,6,7-tetrahydrobenzo[b]thiophene-3-carboxylic acid CC(C)(C)C1CCC2=C(SC(=C2C(=O)O)NC(=O)C=2OC=CC2)C1